ClC1=NC(=CC(=C1)C1(CC(C1)OC)C1=NN=CN1C)Cl 2,6-dichloro-4-(3-methoxy-1-(4-methyl-4H-1,2,4-triazol-3-yl)cyclobutyl)pyridine